diethyl ((3-bromo-5-carbamoyl-7-iodobenzo[b]thiophen-2-yl)difluoromethyl)phosphonate BrC=1C2=C(SC1C(F)(F)P(OCC)(OCC)=O)C(=CC(=C2)C(N)=O)I